tert-butyl (7RS)-2-(4-fluorophenyl)-7-[2-(methylamino)-2-oxoethyl]-3-(pyridin-4-yl)-6,7-dihydropyrazolo[1,5-a]pyrazine-5(4H)-carboxylate FC1=CC=C(C=C1)C1=NN2C(CN(C[C@H]2CC(=O)NC)C(=O)OC(C)(C)C)=C1C1=CC=NC=C1 |r|